C1=CC=CC=2C3=CC=CC=C3C(C12)COC(=O)N([C@@H](CC(=O)OCC=C)C(=O)N1CCOCC1)C allyl (3S)-3-[9H-fluoren-9-ylmethoxycarbonyl(methyl)amino]-4-morpholino-4-oxo-butanoate